4-(cyclohexylamino)-N-(2-(piperazin-1-yl)ethyl)-3-((pyridin-4-ylmethyl)amino)benzenesulfonamide hydrochloride Cl.C1(CCCCC1)NC1=C(C=C(C=C1)S(=O)(=O)NCCN1CCNCC1)NCC1=CC=NC=C1